C[Sn](C1=NC(=CC=C1)[Si](C1=CC=CC=C1)(C1=CC=CC=C1)C1=CC=CC=C1)(C)C 2-(trimethylstannyl)-6-(triphenylsilyl)pyridine